8-cyclopentyl-6-(difluoromethyl-d)-2-((1-((methyl-d3)sulfonyl)piperidin-4-yl-3,3,5,5-d4)-amino)pyrido[2,3-d]pyrimidin-7(8H)-one C1(CCCC1)N1C(C(=CC2=C1N=C(N=C2)NC2C(CN(CC2([2H])[2H])S(=O)(=O)C([2H])([2H])[2H])([2H])[2H])C([2H])(F)F)=O